CC1=C(N=C(O1)C1=CC=C(C#N)C=C1)CC1=CC=C(C=C1)OC1=CC=CC=C1 4-(5-methyl-4-(4-phenoxybenzyl)oxazol-2-yl)benzonitrile